BrC1=NC(=CC(=C1)[C@H]1CNCCN1S(=O)(=O)C([2H])([2H])[2H])Cl (S)-3-(2-bromo-6-chloropyridin-4-yl)-4-((methyl-d3)sulfonyl)piperazine